NC1=NN2C(N=CC=C2)=C1C(=O)NC(C(F)(F)F)C=1C=C(C=2N(C1N1CC(S(CC1)(=O)=O)C)C=NC2C#N)Cl 2-Amino-N-(1-(8-chloro-1-cyano-5-(2-methyl-1,1-dioxidothiomorpholino)imidazo[1,5-a]pyridin-6-yl)-2,2,2-trifluoroethyl)pyrazolo[1,5-a]pyrimidine-3-carboxamide